ClC=1C(N(C(=CC1OC([2H])C1=NC=C(C=C1F)F)C)C1=CC(=NC=C1C)C1=NC(=NC=C1)C(C)(C)O)=O 3-chloro-4-((3,5-difluoropyridin-2-yl)methoxy-d)-2'-(2-(2-hydroxypropan-2-yl)pyrimidin-4-yl)-5',6-dimethyl-2H-[1,4'-bipyridin]-2-one